F[C@@H]1[C@@H](C1)NC(=O)C=1C=NN2C1N=C(C=C2NCCN2CCOCC2)NC=2C(=NC=CC2)OC N-((1R,2S)-2-fluorocyclopropyl)-5-((2-methoxypyridin-3-yl)amino)-7-((2-morpholinoethyl)amino)pyrazolo[1,5-a]pyrimidine-3-carboxamide